(3S,5R,E)-7-(3-(4-chlorophenyl)-1-isopropyl-1H-indol-2-yl)-3,5-dihydroxyhept-6-enoate ClC1=CC=C(C=C1)C1=C(N(C2=CC=CC=C12)C(C)C)/C=C/[C@@H](C[C@@H](CC(=O)[O-])O)O